ClC=1C=C(C(=NC1)N1CC(N(C2(CC3(CN(C3)C=O)C2)C1=O)CC1=CC=C(C=C1)C)=O)F 10-(5-chloro-3-fluoropyridin-2-yl)-7-(4-methylbenzyl)-8,11-dioxo-2,7,10-triazadispiro[3.1.56.14]dodecane-2-carbaldehyde